3-(4-(1-((tert-Butoxycarbonyl)amino)ethyl)-4-methylpiperidin-1-yl)-6-((2,3-dichloropyridin-4-yl)thio)-5-methylpyrazine-2-carboxylic acid ethyl ester C(C)OC(=O)C1=NC(=C(N=C1N1CCC(CC1)(C)C(C)NC(=O)OC(C)(C)C)C)SC1=C(C(=NC=C1)Cl)Cl